N1C=CC2=CC=C(C=C12)C(=O)NC1=CNC2=CC(=CC=C12)C(=O)O 3-[(1H-indol-6-ylcarbonyl)amino]-1H-indole-6-carboxylic acid